O1CC(C1)OC1=NC(=NC=C1)N[C@@H]1CN(C[C@H]1OCC1=CC=C(C=C1)C(F)(F)F)C(=O)OC(C)(C)C tert-butyl trans-3-(4-(oxetan-3-yloxy)pyrimidin-2-ylamino)-4-(4-(trifluoromethyl)benzyloxy)pyrrolidine-1-carboxylate